C(P([O-])([O-])=O)P([O-])([O-])=O.[Sn+2].[Sn+2] stannous methylenebisphosphonate